FC1=C(C=C(C=C1)N1C(=CC2=C1C=C1C=NNC1=C2C)C(C)C)C 5-(4-fluoro-3-methyl-phenyl)-6-isopropyl-8-methyl-1H-pyrrolo[2,3-f]indazole